2-{[1,3-dimethyl-7-(4-methylpiperazin-1-yl)-2,4-dioxo-1,2,3,4-tetrahydropyrido[2,3-d]pyrimidin-5-yl]amino}-N-[4-(trifluoromethyl)phenyl]acetamide CN1C(N(C(C2=C1N=C(C=C2NCC(=O)NC2=CC=C(C=C2)C(F)(F)F)N2CCN(CC2)C)=O)C)=O